N(=[N+]=[N-])C1CC(CCC1O)NC(OCC1=CC=CC=C1)=O benzyl (3-azido-4-hydroxycyclohexyl)carbamate